1-(3-aminopropyl)-2-methyl-N-[4-(2-pyridyl)thiazol-2-yl]benzimidazole-5-carboxamide NCCCN1C(=NC2=C1C=CC(=C2)C(=O)NC=2SC=C(N2)C2=NC=CC=C2)C